N1CC(OCC1)C1=C(CN2C(NC(C3=C2C=CN3)=O)=S)C=CC=C1 1-(2-(morpholin-2-yl)benzyl)-2-thioxo-1,2,3,5-tetrahydro-4H-pyrrolo[3,2-d]pyrimidin-4-one